N-(2-chloro-4-(trifluoromethyl)phenyl)-2-(2-(dimethylamino)-6-ethyl-7-(4-(5-hydroxy-6-methylpyrimidine-4-carbonyl)piperazin-1-yl)-3-methyl-8-oxopyrido[2,3-b]pyrazin-5(8H)-yl)acetamide ClC1=C(C=CC(=C1)C(F)(F)F)NC(CN1C(=C(C(C=2C1=NC(=C(N2)N(C)C)C)=O)N2CCN(CC2)C(=O)C2=NC=NC(=C2O)C)CC)=O